Cl.Cl.NC1=C2C(=NC=N1)N(N=C2C)C(C)C=2C(=C(C(=C(C2)Cl)C)C=2C=NC=C(C(=O)O)C2)OC 5-(3-(1-(4-Amino-3-methyl-1H-pyrazolo[3,4-d]pyrimidin-1-yl)ethyl)-5-chloro-2-methoxy-6-methylphenyl)nicotinic Acid Dihydrochloride